3-Amino-8-chloro-6-cyclopropyl-4-(7-fluoro-1H-indazol-4-yl)-7-methyl-1H-1,5-naphthyridin-2-one NC=1C(NC2=C(C(=C(N=C2C1C1=C2C=NNC2=C(C=C1)F)C1CC1)C)Cl)=O